4-(1-((3,3-difluorocyclopentyl)methyl)-3-ethyl-4-(trifluoromethyl)-1H-pyrazole-5-carboxamido)picolinamide FC1(CC(CC1)CN1N=C(C(=C1C(=O)NC1=CC(=NC=C1)C(=O)N)C(F)(F)F)CC)F